N1CCCC2=C1C=1N(C=CC2)N=C2C1CN(C=C2)C(=O)N tetrahydro-5H-pyrido[2,3-c]pyrido[4',3':3,4]-pyrazolo[1,5-a]azepine-12(13H)-carboxamide